[N+](=O)([O-])C1=C(C=C(C(=C1)C(F)(F)F)C(F)(F)F)CC(=O)N (2-nitro-4,5-bis(trifluoromethyl)phenyl)acetamide